FC(C(=O)O)(F)F.CN methylamine trifluoroacetate salt